2-((S)-1,2-dihydroxyethyl)-5-((2R,3S,4S,5R)-3-(4-fluoro-2-methoxy-3-methylphenyl)-4,5-dimethyl-5-(trifluoromethyl)tetrahydrofuran-2-carboxamido)pyridine 1-oxide O[C@H](CO)C1=[N+](C=C(C=C1)NC(=O)[C@@H]1O[C@]([C@H]([C@H]1C1=C(C(=C(C=C1)F)C)OC)C)(C(F)(F)F)C)[O-]